N-(4-trifluoromethylbenzyl)-3-((4-methylphenyl)sulphonamido)-4-(4-ethylpiperazin-1-yl)benzamide FC(C1=CC=C(CNC(C2=CC(=C(C=C2)N2CCN(CC2)CC)NS(=O)(=O)C2=CC=C(C=C2)C)=O)C=C1)(F)F